(S)-6-(((2,2-dimethyl-1,3-dioxolan-4-yl)methyl)amino)-4-(4-fluorophenyl)-isoindoline-2-carboxylic acid tert-butyl ester C(C)(C)(C)OC(=O)N1CC2=CC(=CC(=C2C1)C1=CC=C(C=C1)F)NC[C@@H]1OC(OC1)(C)C